C(CCCCCCCCC)[Si](OC1=CC=CC=C1)(OCC)OCC decyl-diethoxyphenoxysilane